4-(1H-imidazol-1-yl)-N-((1r,4r)-4-methoxycyclohexyl)picolinamide N1(C=NC=C1)C1=CC(=NC=C1)C(=O)NC1CCC(CC1)OC